(4-methoxyphenyl)-4,6-bis(trichloromethyl)-1,3,5-triazine COC1=CC=C(C=C1)C1=NC(=NC(=N1)C(Cl)(Cl)Cl)C(Cl)(Cl)Cl